C(C)N(C(=O)[C@H]1CN(C)[C@@H]2CC3=CN(C4=CC=CC(C2=C1)=C34)C(CCC)=O)CC 1-Butanoyl-d-lysergic acid diethylamide